N-[(3R)-1-(4-{[(1S)-1-(3-fluoro-1-benzofuran-7-yl)ethyl]amino}-2-methylpyrido[3,4-d]pyrimidin-6-yl)pyrrolidin-3-yl]acetamide FC1=COC2=C1C=CC=C2[C@H](C)NC=2C1=C(N=C(N2)C)C=NC(=C1)N1C[C@@H](CC1)NC(C)=O